(3s,4r)-4-(4-bromo-3,5-diethoxyphenyl)-4-((tert-butyldimethylsilyl)oxy)-3-(cyclopentyloxy)butanal BrC1=C(C=C(C=C1OCC)[C@H]([C@H](CC=O)OC1CCCC1)O[Si](C)(C)C(C)(C)C)OCC